CN1N=CC(=C1C)C1=C(N=C(C=2N1N=CC2)N2CCC1(CC2)[C@@H](C2=CC=C(C=C2C1)OC)N)C (1S)-1'-[7-(1,5-dimethylpyrazol-4-yl)-6-methyl-pyrazolo[1,5-a]pyrazin-4-yl]-5-methoxy-spiro[indane-2,4'-piperidine]-1-amine